3-(methylamino)propan-1-one CNCCC=O